7-(diethylamino)-2-oxo-2H-chromen-3-carbohydrazide C(C)N(C1=CC=C2C=C(C(OC2=C1)=O)C(=O)NN)CC